4,5-difluoro-benzoic acid methyl ester COC(C1=CC=C(C(=C1)F)F)=O